2-(4-(1,3-dioxolan-2-yl)-3-((4-methoxybenzyl)oxy)phenyl)-N-(4-(2-(2-aminopyridin-3-yl)-5-(4-morpholinophenyl)-3H-imidazo[4,5-b]pyridin-3-yl)benzyl)acetamide O1C(OCC1)C1=C(C=C(C=C1)CC(=O)NCC1=CC=C(C=C1)N1C(=NC=2C1=NC(=CC2)C2=CC=C(C=C2)N2CCOCC2)C=2C(=NC=CC2)N)OCC2=CC=C(C=C2)OC